1-tert-butyl 3-ethylpiperidine-1,3-dicarboxylate C(C)C1(CN(CCC1)C(=O)OC(C)(C)C)C(=O)[O-]